1-(6-chloro-3-pyridyl)-2,2,2-trifluoro-ethanamine ClC1=CC=C(C=N1)C(C(F)(F)F)N